ClC=1C=C(C=CC1N1CCC(CC1)CF)CN1[C@@H]2[C@H](C[C@H]1CC2)NC(OC(C)(C)C)=O |r| tert-butyl N-[rac-(1S,2S,4R)-7-[[3-chloro-4-[4-(fluoromethyl)-1-piperidyl]phenyl]methyl]-7-azabicyclo[2.2.1]heptan-2-yl]carbamate